C(C1=CC=CC=C1)OC1=NC(=CC=C1B1OC(C(O1)(C)C)(C)C)OCC1=CC=CC=C1 2,6-bis(benzyloxy)-3-(4,4,5,5-tetramethyl-1,3,2-Dioxaborol-2-yl)pyridine